C(#N)C=1N=C(N(C1)COCC[Si](C)(C)C)C(=O)NC=1C(=NC(=CC1)C1CC(NC(C1)(C([2H])([2H])[2H])C([2H])([2H])[2H])(C([2H])([2H])[2H])C([2H])([2H])[2H])C1=CCC(CC1)(C)C 4-cyano-N-[2-(4,4-dimethylcyclohexen-1-yl)-6-[2,2,6,6-tetrakis(trideuteriomethyl)-4-piperidyl]-3-pyridyl]-1-(2-trimethylsilylethoxymethyl)imidazole-2-carboxamide